C(C)(C)C1=C(NC2=CC=C(C=C12)C1CCC(CC1)OC1=CC=NC=C1)C1=C2C(=NC=C1)NN=C2 4-(3-Isopropyl-5-(4-(pyridin-4-yloxy)cyclohexyl)-1H-indol-2-yl)-1H-pyrazolo[3,4-b]pyridin